N-(4-(4-(3-(2,4-difluorophenyl)ureido)-1H-indol-1-yl)pyridin-2-yl)cyclopropanecarboxamide FC1=C(C=CC(=C1)F)NC(NC1=C2C=CN(C2=CC=C1)C1=CC(=NC=C1)NC(=O)C1CC1)=O